C(C1=CC=CC=C1)(=O)OC[C@]1(O[C@H](C[C@@H]1O)N1C2=NC(=NC(=C2N=C1)NC(CCCCCCCCC)=O)F)C#C ((2R,3S,5R)-5-(6-decanamido-2-fluoro-9H-purin-9-yl)-2-ethynyl-3-hydroxytetrahydrofuran-2-yl)methyl benzoate